rac-(2r,3s,4s,5r)-3-(3,4-difluoro-2-methoxy-phenyl)-4-methyl-5-(trifluoromethyl)tetrahydrofuran-2-carboxylic acid FC=1C(=C(C=CC1F)[C@H]1[C@@H](O[C@H]([C@H]1C)C(F)(F)F)C(=O)O)OC |r|